O[C@@H](C(=O)[O-])[C@H]([C@H]([C@@H](C(=O)[O-])O)O)O (2R,3S,4R,5S)-2,3,4,5-tetrahydroxyadipate